2-chloro-7-(3,3-difluoro-4-methoxypiperidin-1-yl)-5-isopropyl-5H-pyrrolo[3,2-d]pyrimidine ClC=1N=CC2=C(N1)C(=CN2C(C)C)N2CC(C(CC2)OC)(F)F